tert-butyl 4-(3-cyano-2-(4-phenoxyphenyl)-9,10-dihydro-4H-benzo[d]pyrazolo[1,5-a][1,3]diazepin-7-yl)-3,6-dihydropyridine-1(2H)-carboxylate C(#N)C=1C(=NN2C1NC1=C(CC2)C=C(C=C1)C=1CCN(CC1)C(=O)OC(C)(C)C)C1=CC=C(C=C1)OC1=CC=CC=C1